C(C)(C)(C)OC(=O)N1CC2(CC1)CNC(C2)C.FC(OC=2C=C1C(CCOC1=CC2)=NNS(=O)(=O)C2=CC=C(C)C=C2)(F)F N'-(6-(trifluoromethoxy)chroman-4-ylidene)-4-toluenesulfonyl-hydrazine tert-butyl-8-methyl-2,7-diazaspiro[4.4]nonane-2-carboxylate